tert-butyl 3-((tert-butoxycarbonyl)(5-cyanopyrazin-2-yl)amino)-5-(6-(((1R,3S)-3-((tert-butoxycarbonyl)amino)cyclopentyl)oxy)-2,3-difluorophenyl)-1H-pyrazole-1-carboxylate C(C)(C)(C)OC(=O)N(C1=NN(C(=C1)C1=C(C(=CC=C1O[C@H]1C[C@H](CC1)NC(=O)OC(C)(C)C)F)F)C(=O)OC(C)(C)C)C1=NC=C(N=C1)C#N